3-(4-(aminomethyl)phenyl)-6-((1-(2-fluoro-4-(furan-2-yl)benzyl)-4-hydroxypiperidin-4-yl)methyl)-2-methyl-2,6-dihydro-7H-pyrazolo[4,3-d]pyrimidin-7-one dihydrochloride Cl.Cl.NCC1=CC=C(C=C1)C=1N(N=C2C1N=CN(C2=O)CC2(CCN(CC2)CC2=C(C=C(C=C2)C=2OC=CC2)F)O)C